CN(C(=O)NC=CC)C N,N-dimethyl-propenylurea